O1CCC2=C1C=C(C=C2)N 2,3-dihydrobenzofuran-6-amine